O(C)C1=C(C=C(C=C1)C)C(=O)C1=CC=C(C=C1)C (2-methoxyl-5-methyl-phenyl)(4-methylphenyl)-methanone